COC1=CC=C(C=C1)C1(C=CC2=C(O1)C1=CC=CC=C1C(=C2C(=O)OC)C2=CC=C(C=C2)OCCO)C2=CC=C(C=C2)OC 2,2-bis(4-methoxyphenyl)-5-methoxy-carbonyl-6-(4-(2-hydroxyethoxy)phenyl)-[2H]-naphtho[1,2-b]pyran